FC(C1=C(OC=2C(=CC(N(C2)C)=O)C=2C3=C(C(N(C2)C)=O)NC=C3)C(=CC=C1)C(F)F)F 4-(5-(2,6-bis(difluoromethyl)phenoxy)-1-methyl-2-oxo-1,2-dihydropyridin-4-yl)-6-methyl-1,6-dihydro-7H-pyrrolo[2,3-c]pyridin-7-one